P-HYDROXYMANDELIC ACID C1=CC(=CC=C1C(C(=O)O)O)O.O